4-chloro-2,5-dimethylphenol ClC1=CC(=C(C=C1C)O)C